NC1=NC=CC=C1C1=NC=2C(=NC(=CC2)N2N=CC=C2)N1C=1C=C2CC[C@@H](C2=CC1)NC(C1=C(C(=C(C(=C1)C(=O)[2H])O)F)F)=O (S)-N-(5-(2-(2-aminopyridin-3-yl)-5-(1H-pyrazol-1-yl)-3H-imidazo[4,5-b]pyridin-3-yl)-2,3-dihydro-1H-inden-1-yl)-2,3-difluoro-5-(formyl-d)-4-hydroxybenzamide